CC=1C=CC=2N(C1C1=CC=C(C#N)C=C1)N=CN2 4-{6-methyl-[1,2,4]triazolo[1,5-a]pyridin-5-yl}benzonitrile